tert-butyl 2-(2-(3-amino-4-(2-carbamoylpiperidin-1-yl)benzamido)-5-fluorophenyl)acetate NC=1C=C(C(=O)NC2=C(C=C(C=C2)F)CC(=O)OC(C)(C)C)C=CC1N1C(CCCC1)C(N)=O